ClC1=CC(=C(COC2=CC=CC(=N2)C2CCN(CC2)CC2=NC3=C(N2C)C=C(C=C3OC(CC)F)C(=O)O)C=C1)F 2-((4-(6-((4-Chloro-2-fluorobenzyl)oxy)pyridin-2-yl)piperidin-1-yl)methyl)-4-(1-fluoropropoxy)-1-methyl-1H-benzo[d]imidazole-6-carboxylic acid